ClC=1C=C(C=C(C1N1CCN(CC1)C)C(F)(F)F)NC=1N=CC=2C(N(C=3N(C2N1)C=CN3)C3=C(C=CC=C3)Cl)=O 2-{[3-chloro-4-(4-methylpiperazin-1-yl)-5-(trifluoromethyl)phenyl]amino}-6-(2-chlorophenyl)imidazo[1,2-a]pyrimido[5,4-e]pyrimidin-5(6H)-one